CN(C)C1CCC(C2=CC=CC=C12)C1=CC=C(C=C1)Cl N,N-dimethyl-4-(4-chlorophenyl)-1,2,3,4-tetrahydro-1-naphthylamine